3,5-diamino-N-[N-(1H-benzimidazol-2-yl)carbamimidoyl]-6-chloropyrazine-2-carboxamide NC=1C(=NC(=C(N1)N)Cl)C(=O)NC(NC1=NC2=C(N1)C=CC=C2)=N